OC1=C(CC2=CC(=CC(=C2O)CC2=C(C(=CC(=C2)C)C)O)C)C=C(C=C1C)C 2,6-Bis-(2-hydroxy-3,5-dimethylbenzyl)-p-cresol